4-Bromo-6-(2-fluoroethoxy)pyrazolo[1,5-a]pyridine-3-carbonitrile BrC=1C=2N(C=C(C1)OCCF)N=CC2C#N